C1(=CC=CS1)C(=O)[NH-] 2-thenoylamide